N[C@@H](CCS)C(=O)O.[Na].[Na] Disodium homocysteine